2-(2-(trifluoromethyl)phenyl)pyrrolidine FC(C1=C(C=CC=C1)C1NCCC1)(F)F